[2H]C1=C(C(=O)O)C(=CC(=C1F)C(F)(F)F)[2H] 2,6-dideutero-4-(trifluoromethyl)-3-fluorobenzoic acid